O1CCC2=C1C=CC=C2 1,3-dihydro-benzofurane